C(C)C1(CO1)C=C 2-ethyl-1,2-epoxybutene